N~2~-[(2S,3S)-2-[(3'-fluoro[1,1'-biphenyl]-3-yl)methyl]-1-(1-methoxycyclobutane-1-carbonyl)pyrrolidin-3-yl]-N~1~,N~1~-dimethylethanediamide FC=1C=C(C=CC1)C1=CC(=CC=C1)C[C@@H]1N(CC[C@@H]1NC(C(=O)N(C)C)=O)C(=O)C1(CCC1)OC